2-(3-(2,3-difluorophenyl)-4-methoxythiophen-2-yl)benzoic acid FC1=C(C=CC=C1F)C1=C(SC=C1OC)C1=C(C(=O)O)C=CC=C1